N-[4-amino-1-(2-trimethylsilylethoxymethyl)pyrazolo[4,3-c]pyridin-7-yl]-N'-benzyl-N'-[(3-methyl-2-pyridyl)methyl]oxamide Copper [Cu].NC1=NC=C(C2=C1C=NN2COCC[Si](C)(C)C)NC(=O)C(=O)N(CC2=NC=CC=C2C)CC2=CC=CC=C2